NC=1NC(C=2N(C(N(C2N1)[C@@H]1O[C@@H]([C@H]([C@H]1O)F)CO)=O)C[C@H]1[C@@H](C1)C(=O)O)=O (1R,2R)-2-((2-amino-9-((2R,3S,4S,5R)-4-fluoro-3-hydroxy-5-(hydroxymethyl)tetrahydrofuran-2-yl)-6,8-dioxo-1,6,8,9-tetrahydro-7H-purin-7-yl)methyl)cyclopropane-1-carboxylic acid